C(C)(C)(C)OC(=O)N1CC=2N(CC1)C=C(N2)CO 2-(hydroxymethyl)-5,6-dihydroimidazo[1,2-a]pyrazine-7(8H)-carboxylic acid tert-butyl ester